tert-butyl (2-oxopiperidin-3-yl)carbamate O=C1NCCCC1NC(OC(C)(C)C)=O